IC=1C=C(C=CC1OC)C=1C(=CC=CC1)C(=O)O 3'-iodo-4'-methoxy-[1,1'-biphenyl]-2-carboxylic acid